1-(isopropylamino)-3-(1-naphthyloxy)-2-propanol C(C)(C)NCC(COC1=CC=CC2=CC=CC=C12)O